FC1=CC(=C(C=C1F)NC(OC(C)(C)C)=O)C=O tert-butyl (4,5-difluoro-2-formylphenyl)carbamate